NC1(C2CCC(C1)C2)C(=O)O 2-amino-2-norbornanecarboxylic acid